(+)-N-((2-((2-(3-chlorophenyl)-1-hydroxy-propan-2-yl)amino)-1H-benzo[d]imidazol-7-yl)methyl)isoxazolidine-2-carboxamide ClC=1C=C(C=CC1)C(CO)(C)NC1=NC2=C(N1)C(=CC=C2)CNC(=O)N2OCCC2